3-[(1S,2S)-2-(trifluoromethyl)cyclopropyl]urea FC([C@@H]1[C@H](C1)NC(N)=O)(F)F